ClC1=C(C(=CC=C1)F)[C@H](C)NC=1C(=NC(=NC1)C(=O)N[C@H](C)\C=C\S(=O)(=O)C)C 5-(((S)-1-(2-Chloro-6-fluorophenyl)ethyl)amino)-4-methyl-N-((R,E)-4-(methylsulfonyl)but-3-en-2-yl)pyrimidine-2-carboxamide